COC1=C(CN(S(=O)(=O)C2=C(C=C(C=C2F)N2C[C@@](CCC2)(C[C@H]2CCC3=CC=C(C=C23)C(F)(F)F)N(C)C)F)C2=NC=NC=C2)C=CC(=C1)OC N-(2,4-Dimethoxybenzyl)-4-((R)-3-(dimethylamino)-3-(((R)-6-(trifluoromethyl)-2,3-dihydro-1H-inden-1-yl)methyl)piperidin-1-yl)-2,6-difluoro-N-(pyrimidin-4-yl)benzenesulfonamide